CC(C[C@@H](B1OC([C@H]2CN(C[C@H](C(O1)=O)N2C)C2=CC=CC=C2)=O)NC([C@H](CC2=CC=CC=C2)NC(=O)C2=NC=CN=C2)=O)C N-((S)-1-(((R)-3-methyl-1-((1R,7R)-11-methyl-2,6-dioxo-9-phenyl-3,5-dioxa-9,11-diaza-4-borabicyclo[5.3.1]undecan-4-yl)butyl)amino)-1-oxo-3-phenylpropan-2-yl)pyrazine-2-carboxamide